1-(4-(2-(2,6-dimethylpyridin-4-yl)-3-isopropyl-1H-indol-5-yl)piperidin-1-yl)-2-((2R)-2-(hydroxymethyl)-4-(trifluoromethyl)pyrrolidin-1-yl)ethan-1-one CC1=NC(=CC(=C1)C=1NC2=CC=C(C=C2C1C(C)C)C1CCN(CC1)C(CN1[C@H](CC(C1)C(F)(F)F)CO)=O)C